FC(CNC(=O)C1=CN=C2N1C=C(C=C2)C2=CNC1=NC=C(C=C12)C=1C(=NC=CC1)C)F N-(2,2-difluoroethyl)-6-(5-(2-methylpyridin-3-yl)-1H-pyrrolo[2,3-b]pyridin-3-yl)imidazo[1,2-a]pyridine-3-carboxamide